N[C@H](C(=O)NC1=C(NC(=CC1=O)C1=C(C=C(C=C1)C(C)(C)C)C)C)C (2S)-2-amino-N-[6-(4-tert-butyl-2-methyl-phenyl)-2-methyl-4-oxo-1H-pyridin-3-yl]propanamide